CC1C(C(CCC1)C)=O 2,6-dimethylcyclohexanone